ClC1=NC=CC2=C1C(=NN2C(C2=CC=CC=C2)(C2=CC=CC=C2)C2=CC=CC=C2)C2=NC(=NC(=C2)OC2=CC=C(C=C2)C(F)(F)F)C 4-[4-chloro-1-(triphenylmethyl)-1H-pyrazolo[4,3-c]pyridin-3-yl]-2-methyl-6-[4-(trifluoromethyl)phenoxy]pyrimidine